C1(=C(CCCC1)C(=O)OCCC)C(=O)OCCC di-n-propyl 1-cyclohexene-1,2-dicarboxylate